CC(C)C#C 2-methyl-3-butyn